COC(=O)C1(CC2=C(C=CC(=C2C1)F)F)OC 4,7-difluoro-2-methoxy-indan-2-carboxylic acid methyl ester